CS(=O)(=O)C1(CC1)CNC1CNCCC1 N-((1-(methylsulfonyl)cyclopropyl)methyl)piperidin-3-amine